C(CCCCCCCCCCCC)OS(=O)(=O)C(C(C(C(CCCCCC(F)(F)F)F)(F)F)(F)F)(F)F tridecyldecafluorodecylsulfonate